(1R,5S,6r)-N-(2-(8-chloroimidazo[1,5-a]pyridin-3-yl)propan-2-yl)-3-formyl-3-azabicyclo[3.1.1]heptane-6-carboxamide ClC=1C=2N(C=CC1)C(=NC2)C(C)(C)NC(=O)C2[C@H]1CN(C[C@@H]2C1)C=O